C(=C)[C@@H]1CN(CCO1)C=O ((R)-2-vinylmorpholinyl)methanone